bromo-2',3'-dihydrospiro[cyclohexane-1,5'-indeno[5,6-b]furan]-4-one BrC1CC2=C(O1)C=C1C=CC3(C1=C2)CCC(CC3)=O